[4-(4-bromophenyl)phenyl]boronic acid BrC1=CC=C(C=C1)C1=CC=C(C=C1)B(O)O